diethyl 1-(3-amino-2,2-difluoro-propyl)-4-chloro-pyrazole-3,5-dicarboxylate NCC(CN1N=C(C(=C1C(=O)OCC)Cl)C(=O)OCC)(F)F